Methyl (R)-2-(4-(benzo[d]oxazol-2-yl)-5-hydroxy-1-methyl-6-oxo-1,6-dihydropyrimidin-2-yl)-1-phenyl-1,2,3,4-tetrahydroisoquinoline-6-carboxylate O1C(=NC2=C1C=CC=C2)C=2N=C(N(C(C2O)=O)C)N2[C@@H](C1=CC=C(C=C1CC2)C(=O)OC)C2=CC=CC=C2